(2S)-5-tert-butoxy-4,5-dioxo-2-(1,1,3-trioxo-6,6-diphenyl-1,3-dihydro-2H,6H-1λ6-[1,3]dioxolo[4,5-f][1,2]benzothiazol-2-yl)pentanoic acid C(C)(C)(C)OC(C(C[C@@H](C(=O)O)N1S(C2=C(C1=O)C=C1C(=C2)OC(O1)(C1=CC=CC=C1)C1=CC=CC=C1)(=O)=O)=O)=O